S(=O)(=O)([O-])[O-].[Ir+3].S(=O)(=O)([O-])[O-].S(=O)(=O)([O-])[O-].[Ir+3] iridic sulfate